(R)-4-n-propyl-dihydrofuran-2-one C(CC)[C@@H]1CC(OC1)=O